ClC1=C(C(=C(C(=C1)OC)C1=C(C=C(C=C1C(C)C)C(C)C)C(C)C)P(C1CCCCC1)C1CCCCC1)OC chloro(2-dicyclohexylphosphino-3,6-dimethoxy-2',4',6'-triisopropyl-1,1'-biphenyl)